C(C)(C)NC(=O)C1CCN(CC1)CC1=CC=C(C(=O)N(CCN2CCC(CC2)OC(NC2=C(C=CC=C2)C2=CC=CC=C2)=O)C)C=C1 biphenyl-2-ylcarbamic acid 1-(2-{[4-(4-isopropylcarbamoylpiperidin-1-ylmethyl) benzoyl]methylamino}ethyl)piperidin-4-yl ester